butyl 2-bromo-7-azaspiro[3.5]nonane-7-carboxylate BrC1CC2(C1)CCN(CC2)C(=O)OCCCC